3-(1-piperazinyl)benzonitrile N1(CCNCC1)C=1C=C(C#N)C=CC1